1-(4-aminopiperidin-1-yl)-2-cyclopropylethane-1,2-dione NC1CCN(CC1)C(C(=O)C1CC1)=O